ClC=1C=NC=C(C1[C@@H](C)OC=1C=C2C(=NNC2=CC1)C1=NC2=C(N1)CN(C2)C(CN2CCCCC2)=O)Cl (R)-1-(2-(5-(1-(3,5-dichloropyridin-4-yl)ethoxy)-1H-indazol-3-yl)-4,6-dihydropyrrolo[3,4-d]imidazol-5(1H)-yl)-2-(piperidin-1-yl)ethan-1-one